(6-bromo-2-((4-methoxybenzyl)amino)quinolin-4-yl)methanol BrC=1C=C2C(=CC(=NC2=CC1)NCC1=CC=C(C=C1)OC)CO